N,N'-diphenylbenzimidazol-2-ylideneiridium C1(=CC=CC=C1)N1C(N(C2=C1C=CC=C2)C2=CC=CC=C2)=[Ir]